2-(4-isopropyl-5-(8-methoxy-[1,2,4]triazolo[1,5-a]pyridin-6-yl)-1H-pyrazol-3-yl)-5-(4-isopropylpiperazin-1-yl)thiazole C(C)(C)C=1C(=NNC1C=1C=C(C=2N(C1)N=CN2)OC)C=2SC(=CN2)N2CCN(CC2)C(C)C